FC(CC=1C(=CC=2NC=C3N(C2N1)CCNC3)C(F)(F)F)(F)F (2,2,2-trifluoroethyl)-3-(trifluoromethyl)-7,8,9,10-tetrahydro-5H-pyrazino[1,2-a]pyrido[3,2-e]pyrazin